N,N,N',N'-tetraethylthiuram monosulfide C(C)N(C(=S)SC(=S)N(CC)CC)CC